S1C(=NC2=C1C=CC=C2)C([C@H](CCCN=C(N)N)NC([C@H](CC2=CC=CC=C2)NC([C@H](CCC(=O)N)NS(=O)(=O)C)=O)=O)=O (2S)-N-[(2S)-1-[[(2S)-1-(1,3-benzothiazol-2-yl)-5-(diaminomethylideneamino)-1-oxopentan-2-yl]amino]-1-oxo-3-phenylpropan-2-yl]-2-(methanesulfonamido)pentanediamide